C(C1=CC=CC=C1)OCC1CCC(CC1)C=1SC2=C(N1)C=CC(=C2)Br [4-(benzyloxymethyl)cyclohexyl]-6-bromo-1,3-benzothiazole